3-{3-(2,6-Dimethyl-phenyl)-7-[3-hydroxymethyl-4-(4-methyl-piperazin-1-yl)-phenylamino]-2-oxo-3,4-dihydro-2H-pyrimido[4,5-d]pyrimidin-1-yl}-propionic acid methyl ester COC(CCN1C(N(CC=2C1=NC(=NC2)NC2=CC(=C(C=C2)N2CCN(CC2)C)CO)C2=C(C=CC=C2C)C)=O)=O